CC1(N(C1)S(=O)(=O)C=1C=CC(=C2CCC(C12)=O)F)C 7-((2,2-dimethylaziridin-1-yl)sulfonyl)-4-fluoro-2,3-dihydro-1H-inden-1-one